O1C(OCC1)C1=CC=C(C2=CC=CC=C12)C#N 4-(1,3-dioxolan-2-yl)-1-naphthalonitrile